F[C@H](CNC(=O)C=1C=NC=2N(C1NC(C)C)N=C(C2)C=2C=NC=C(C2)C(NC)=O)C(C)(C)O (R)-N-(2-fluoro-3-hydroxy-3-methylbutyl)-7-(isopropylamino)-2-(5-(methylcarbamoyl)pyridin-3-yl)pyrazolo[1,5-a]pyrimidine-6-carboxamide